1H-pyrrolizine C1C=CN2C=CC=C12